dimethylol-5,5-dimethylhydantoin C(O)N1C(N(C(C1=O)(C)C)CO)=O